2-Chloro-N-[2-(4-{[(3-cyclopropyl-1,2,4-thiadiazol-5-yl)oxy]methyl}piperidin-1-yl)-2-[4-(difluoromethyl)-1,3-thiazol-5-yl]ethyl]-6-fluorobenzamide ClC1=C(C(=O)NCC(C2=C(N=CS2)C(F)F)N2CCC(CC2)COC2=NC(=NS2)C2CC2)C(=CC=C1)F